3-methyl-4-((tetrahydro-2H-pyran-2-yl)oxy)phenol CC=1C=C(C=CC1OC1OCCCC1)O